N-(3-(Hexahydro-1H-pyrrolo[3,4-c]pyridin-2(3H)-yl)propyl)-2-(4-methoxyphenyl)quinolin-4-amine C1N(CC2CNCCC21)CCCNC2=CC(=NC1=CC=CC=C21)C2=CC=C(C=C2)OC